C(CCCCC(C)C)C1=CC=CS1 5-isooctylthiophene